5-((5-(1-ethoxyethenyl)pyridin-2-yl)methoxy)-1,3,4-thiadiazol-2-amine C(C)OC(=C)C=1C=CC(=NC1)COC1=NN=C(S1)N